CN1C(C2(NC1=O)CC1(CCC(CC1)=O)C2)=O 2-methyl-2,4-diazadispiro[4.1.57.15]tridecane-1,3,10-trione